(Z)-2-((3-benzyl-5-(3-nitrophenyl)pyrazin-2-yl)amino)-3-(furan-2-yl)acrylic acid tert-butyl ester C(C)(C)(C)OC(/C(=C/C=1OC=CC1)/NC1=NC=C(N=C1CC1=CC=CC=C1)C1=CC(=CC=C1)[N+](=O)[O-])=O